CC1=C(C#N)C=C(C=C1)COC=1C=C2N(C(N1)=O)CC1N2CCNC1 2-Methyl-5-(((9-oxo-2,3,4,9,11,11a-hexahydro-1H-pyrazino[1',2':3,4]imidazo[1,2-c]pyrimidin-7-yl)oxy)methyl)benzonitrile